FC(S(=O)(=O)OC=1C=NC=2N(C1)N=CC2C2CCN(CC2)C(=O)OC2CC2)(F)F cyclopropyl 4-(6-(((trifluoromethyl)sulfonyl)oxy)pyrazolo[1,5-a]pyrimidin-3-yl)piperidine-1-carboxylate